C(C)(C)(C)OC(=O)N1CCN(CC1)C1=CC(=C(C(=O)O)C=C1)[N+](=O)[O-] 4-(4-(Tert-Butoxycarbonyl)piperazin-1-yl)-2-nitrobenzoic acid